FC(C=1C=C(C(=O)NN=CC2=C(C(=CC=C2)Br)O)C=CC1)(F)F 3-Trifluoromethyl-N'-(3-bromo-2-hydroxybenzylidene)benzohydrazide